(4-isopropenylphenyl)propane-1-one C(=C)(C)C1=CC=C(C=C1)C(CC)=O